N-(2-formylphenyl)-3-methoxybenzamide C(=O)C1=C(C=CC=C1)NC(C1=CC(=CC=C1)OC)=O